NC=1C2=C(N=CN1)N(C1=C2C=CS1)[C@H]1[C@H](O)[C@H](O)[C@H](O1)CO 4-Amino-8-(β-D-ribofuranosyl)-8H-thieno[3',2':4,5]pyrrolo[2,3-d]pyrimidine